(3S)-1-acetyl-N-(((2S,5R)-6-(benzyloxy)-7-oxo-1,6-diazabicyclo[3.2.1]octan-2-yl)(imino)methyl)piperidine-3-carboxamide C(C)(=O)N1C[C@H](CCC1)C(=O)NC(=N)[C@H]1N2C(N([C@H](CC1)C2)OCC2=CC=CC=C2)=O